C1(CC1)N1C=C(C(C2=CC(=C(C(=C12)OC)N1CC2N(CCCC2C1)C(C)=O)F)=O)C(C=CC1=CC=C(C=C1)O)=O 1-cyclopropyl-6-fluoro-7-(1-acetyl-octahydro-6H-pyrrolo[3,4-b]pyridin-6-yl)-3-(4-hydroxy-cinnamoyl)-8-methoxyquinolin-4(1H)-one